[F-].[Li+] Lithium Fluoride salt